CC=1N=C(C2=C(N1)SC1=C2CCC1)C=1CCN(CC1)CC=1C=C2CN(C(C2=CC1)=O)C1C(NC(CC1)=O)=O 3-(5-((4-(2-methyl-6,7-dihydro-5H-cyclopenta[4,5]thieno[2,3-d]pyrimidin-4-yl)-3,6-dihydropyridin-1(2H)-yl)methyl)-1-oxoisoindolin-2-yl)piperidine-2,6-dione